4-(4-Methyl-piperazin-1-ylmethyl)-N-[4-methyl-3-(4-pyridin-3-yl-pyrimidin-2-ylamino)-phenyl]-benzyl-Amide CN1CCN(CC1)CC1=CC=C(C[N-]C2=CC(=C(C=C2)C)NC2=NC=CC(=N2)C=2C=NC=CC2)C=C1